(3aR,6S,7aR)-1-(7,8-dihydrofuro[3,2-e][1,3]benzothiazol-2-yl)-6-ethylhexahydropyrano[3,4-d]imidazol-2(3H)-one N1=C(SC2=C1C1=C(C=C2)OCC1)N1C(N[C@@H]2[C@H]1C[C@@H](OC2)CC)=O